OC[C@@H]1[C@]([C@@H]2[C@@H](OC(O2)(C)C)O1)(O)C=C (3aR,5R,6R,6aR)-5-(hydroxymethyl)-2,2-dimethyl-6-vinyltetrahydrofuro[2,3-d][1,3]dioxol-6-ol